C(=O)(O)C1=CC(=C(C=C1O)C1=NC2=C(N1)C=CC=C2)O 2-(4-Carboxy-2,5-dihydroxyphenyl)-1H-benzo[d]imidazol